methyl (1r,4r)-4-((2-aminopyrimidin-4-yl)oxy)cyclohexane-1-carboxylate NC1=NC=CC(=N1)OC1CCC(CC1)C(=O)OC